phenylmethyl N-(5'-bromo[2,4'-bipyridin]-2'-yl)carbamate BrC=1C(=CC(=NC1)NC(OCC1=CC=CC=C1)=O)C1=NC=CC=C1